N-[1-methyl-2-(6-methyl-1-[[2-(trimethylsilyl)ethoxy]methyl]-1,3-benzodiazol-5-yl)pyrrolo[2,3-c]pyridin-5-yl]cyclopropanecarboxamide CN1C(=CC=2C1=CN=C(C2)NC(=O)C2CC2)C2=CC1=C(N(C=N1)COCC[Si](C)(C)C)C=C2C